C(C1=CC=CC=C1)NC(=O)C1=CC=C2C(N(NC2=C1)C1C(NC(CC1)=O)=O)=O N-Benzyl-2-(2,6-dioxopiperidin-3-yl)-3-oxo-2,3-dihydro-1H-indazole-6-carboxamide